FC=1C=C(C=CC1F)C1(CCN(CC1)C1=NC(=CN=C1)C=1C(=NN(C1C)C)C)O 4-(3,4-difluorophenyl)-1-(6-(1,3,5-trimethyl-1H-pyrazol-4-yl)pyrazin-2-yl)piperidin-4-ol